diacetyloxy-[2,6-bis[(4S)-4-propan-2-yl-4,5-dihydro-1,3-oxazol-2-yl]phenyl]rhodium hydrate O.C(C)(=O)O[Rh](C1=C(C=CC=C1C=1OC[C@@H](N1)C(C)C)C=1OC[C@@H](N1)C(C)C)OC(C)=O